5-(4-(2,4-difluorophenyl)phenyl)-4H-1,2,4-triazole FC1=C(C=CC(=C1)F)C1=CC=C(C=C1)C=1NC=NN1